C[C@H]1N([C@H](CCC1)C)C(=O)C=1C=C2C(=NC1)N(C=C2)C2=CC=C(C=C2)OC ((2R,6S)-2,6-dimethylpiperidin-1-yl)(1-(4-methoxyphenyl)-1H-pyrrolo[2,3-b]pyridin-5-yl)methanone